S1CC=CC(C=C1)=O Thiepin-5(2H)-one